tert-butyl (2S)-4-[6-chloro-2-(2,2-dimethoxyethoxy)-8-fluoro-7-(5-methyl-1H-indazol-4-yl)quinazolin-4-yl]-2-(cyanomethyl)piperazine-1-carboxylate ClC=1C=C2C(=NC(=NC2=C(C1C1=C2C=NNC2=CC=C1C)F)OCC(OC)OC)N1C[C@@H](N(CC1)C(=O)OC(C)(C)C)CC#N